C(\C=C/C)(=O)N1C(OCC1C1=CC=CC=C1)=O (Z)-3-(but-2-enoyl)-4-phenyloxazolidin-2-one